C(C)N(S(=O)(=O)NC=1C(=C(C=CC1)B(O)O)F)C 3-{[ethyl(methyl)sulfamoyl]amino}-2-fluorophenylboronic acid